(1R,2S)-2-[2-chloro-5-{[2,6-dimethyl-4-(2-phenylethoxy)benzoyl]amino}-4-(trifluoromethyl)phenyl]cyclopropane ClC1=C(C=C(C(=C1)C(F)(F)F)NC(C1=C(C=C(C=C1C)OCCC1=CC=CC=C1)C)=O)C1CC1